[C@H]12NC[C@@H]([C@H](CC1)C2)NC(OC(C)(C)C)=O tert-butyl ((1S,4R,5R)-2-azabicyclo[3.2.1]octan-4-yl)carbamate